6-(4-amino-2-fluorophenyl)-5-(3-fluoro-4-((4-methylpyrimidin-2-yl)oxy)phenyl)-7-methyl-5H-pyrrolo[3,2-d]pyrimidin-4-amine NC1=CC(=C(C=C1)C1=C(C=2N=CN=C(C2N1C1=CC(=C(C=C1)OC1=NC=CC(=N1)C)F)N)C)F